(R)-1-isonicotinoyl-N-(4-isopropylthiazol-2-yl)pyrrolidine-2-carboxamide C(C1=CC=NC=C1)(=O)N1[C@H](CCC1)C(=O)NC=1SC=C(N1)C(C)C